1,4-bis(α-cyano-4-methoxystyryl)-benzene C(#N)C(=CC1=CC=C(C=C1)OC)C1=CC=C(C=C1)C(=CC1=CC=C(C=C1)OC)C#N